BrC1=CC(=CC=2C(NCCOC21)=O)CBr 9-bromo-7-(bromomethyl)-3,4-dihydrobenzo[f][1,4]oxazepin-5(2H)-one